β,γ-dicarboxypropaneboronate C(=O)(O)C(CB([O-])[O-])CC(=O)O